4-Nitro-3-(trifluoromethylphenyl)phenol [N+](=O)([O-])C1=C(C=C(C=C1)O)C1=C(C=CC=C1)C(F)(F)F